[Si](C)(C)(C(C)(C)C)OCC=1C=C2C=CNC2=C(C1F)NC(CCl)=O N-(5-(((tert-butyldimethylsilyl)oxy)methyl)-6-fluoro-1H-indol-7-yl)-2-chloroacetamide